racemic-(1S,4R,5R,6R)-5-isopropyl-6-nitrobicyclo[2.2.1]hept-2-ene C(C)(C)[C@@H]1[C@H]2C=C[C@@H]([C@H]1[N+](=O)[O-])C2 |r|